(4-aminophenyl)-2-(4-(tert-butyl)phenyl)Azole-4-carboxylic acid ethyl ester C(C)OC(=O)C=1C(=C(NC1)C1=CC=C(C=C1)C(C)(C)C)C1=CC=C(C=C1)N